C1(CCCCC1)C(C(=O)N)(SC(C(=O)N)(C1CCCCC1)C1CCCCC1)C1CCCCC1 tetracyclohexyl-2,2'-thiodiacetamide